5-Chloro-2-cyano-pyridin-3-yl 3-deoxy-3-[4-(3,5-difluoro-4-methylphenyl)-1H-1,2,3-triazol-1-yl]-2-O-methyl-1-thio-α-D-galactopyranoside FC=1C=C(C=C(C1C)F)C=1N=NN(C1)[C@@H]1[C@H]([C@@H](SC=2C(=NC=C(C2)Cl)C#N)O[C@@H]([C@@H]1O)CO)OC